1-cyclopentyl-N-((2-(4'-fluoro-2'-(4-methyl-4H-1,2,4-triazol-3-yl)-[1,1'-biphenyl]-3-yl)-7-(trifluoromethyl)benzo[d]oxazol-5-yl)methyl)methylamine C1(CCCC1)CNCC=1C=C(C2=C(N=C(O2)C=2C=C(C=CC2)C2=C(C=C(C=C2)F)C2=NN=CN2C)C1)C(F)(F)F